nitrobenzo[D]thiazole [N+](=O)([O-])C=1SC2=C(N1)C=CC=C2